FC(C(C(F)(F)F)(O)C1=CC=C(C=C1)C1=CC=C(C=C1)CN1C[C@H](N(CC1)CC1=CC=NC=C1)CC(=O)O)(F)F (R)-2-(4-((4'-(1,1,1,3,3,3-hexafluoro-2-hydroxypropan-2-yl)-[1,1'-biphenyl]-4-yl)methyl)-1-(pyridin-4-ylmethyl)piperazin-2-yl)acetic acid